C(C)OC(=O)NC(N(CCOC(C)C)C1=C(C(=O)OC)C=CC(=C1)OC)=S methyl 2-(3-(ethoxycarbonyl)-1-(2-isopropoxyethyl) thioureido)-4-methoxybenzoate